N-[(3-amino-4-formylphenyl)methyl]-N-(2-methanesulfonylpyridin-3-yl)pyridine-3-carboxamide NC=1C=C(C=CC1C=O)CN(C(=O)C=1C=NC=CC1)C=1C(=NC=CC1)S(=O)(=O)C